sodium (S)-3-(6-methoxybiphenyl-3-yl)-3-(3-(1-methyl-4-oxido-2-oxo-1,2-dihydropyridin-3-yl) ureido)propanoate COC1=CC=C(C=C1C1=CC=CC=C1)[C@H](CC(=O)[O-])NC(=O)NC=1C(N(C=CC1[O-])C)=O.[Na+].[Na+]